(2S)-2-Amino-3-hydroxy-N-[2-methoxy-5-[(1Z)-2-(3,4,5-trimethoxyphenyl)ethenyl]phenyl]-propanamide hydrochloride Cl.N[C@H](C(=O)NC1=C(C=CC(=C1)\C=C/C1=CC(=C(C(=C1)OC)OC)OC)OC)CO